C1(CC1)C1=CC(=C(NC=2N(C(C(=CC2C(=O)N)CC2=C(C(=NC=C2)NS(NC)(=O)=O)F)=O)C)C=C1)F 2-(4-Cyclopropyl-2-fluoroanilino)-5-[[3-fluoro-2-(methylsulfamoylamino)pyridine-4-yl]methyl]-1-methyl-6-oxopyridine-3-Carboxamide